C1NCC12CN(CCC2)C(=O)C2(CCN(CC2)C=2C=C(N=NC2)C2=C(C=CC=C2)O)C2=CC=CC=C2 2-[5-(4-{2,6-diazaspiro[3.5]nonane-6-carbonyl}-4-phenylpiperidin-1-yl)pyridazin-3-yl]phenol